(2-(3,5-dimethylphenyl)-1,3-dithian-2-yl)triethylsilane calcium-barium sulfate S(=O)(=O)([O-])[O-].[Ba+2].[Ca+2].CC=1C=C(C=C(C1)C)C1(SCCCS1)[Si](CC)(CC)CC.S(=O)(=O)([O-])[O-]